(E)-3-((1,5-dithiaspiro[5.5]undecan-7-ylidene)methyl)-2-phenyl-1H-indole S1CCCSC12\C(\CCCC2)=C\C2=C(NC1=CC=CC=C21)C2=CC=CC=C2